(4-chloro-3-fluorophenyl)hydrazine ClC1=C(C=C(C=C1)NN)F